3-[(3R)-4,4-difluorotetrahydrofuran-3-yl]-1-methyl-1-[(1S)-1-pyridazin-4-ylethyl]urea FC1([C@@H](COC1)NC(N([C@@H](C)C1=CN=NC=C1)C)=O)F